5-(3-cyclopropylpyrazolo[1,5-a]pyrimidin-5-yl)-N-(3,3,3-trifluoropropyl)-7H-pyrrolo[2,3-d]pyrimidin-2-amine C1(CC1)C=1C=NN2C1N=C(C=C2)C2=CNC=1N=C(N=CC12)NCCC(F)(F)F